1-{[1-(4-chloro-3-fluorophenyl)-1H-1,2,3,4-tetrazol-5-yl]methyl}-3-{[1-(4-chloro-3-fluorophenyl)-1H-1,2,4-triazol-5-yl]methyl}-1-(2-hydroxyethyl)urea ClC1=C(C=C(C=C1)N1N=NN=C1CN(C(=O)NCC1=NC=NN1C1=CC(=C(C=C1)Cl)F)CCO)F